2-[3-[(5,5-Dimethyl-1,4-dioxan-2-yl)methoxy]-4-pyridinyl]-3-(3-fluoro-2-methyl-anilino)-1,5,6,7-tetrahydropyrrolo[3,2-c]pyridin-4-one CC1(OCC(OC1)COC=1C=NC=CC1C1=C(C=2C(NCCC2N1)=O)NC1=C(C(=CC=C1)F)C)C